2-cyclohexylsulfamate sodium [Na+].C1C(CCCC1)NS([O-])(=O)=O